(rac)-2-[6-amino-5-(trifluoromethyl)pyridin-3-yl]-N-ethyl-6,7-dihydro-5H-spiro[pyrazolo[1,5-a]pyridine-4,3'-pyrrolidine]-1'-carboxamide NC1=C(C=C(C=N1)C1=NN2C(=C1)[C@]1(CN(CC1)C(=O)NCC)CCC2)C(F)(F)F |r|